COC1=CC=C(C=N1)COC1CC2(C(N3C(O2)CC[C@H]3C3=NC=CN=C3)=O)C1 (5'S)-3-[(6-methoxypyridin-3-yl)methoxy]-5'-(pyrazin-2-yl)tetrahydro-3'H-spiro[cyclobutane-1,2'-pyrrolo[2,1-b][1,3]oxazol]-3'-one